5-hydroxy-2-phenyl-7-(p-methoxyphenyl)-chromen-4-one OC1=C2C(C=C(OC2=CC(=C1)C1=CC=C(C=C1)OC)C1=CC=CC=C1)=O